C(C)S(=O)(=O)O.OCCN1CCNCC1 4-hydroxyethyl-piperazine ethanesulfonic acid salt